1-{3-methoxy-3-[(E)-2-[4-(trifluoromethyl)phenyl]ethenyl]pyrrolidin-1-yl}prop-2-en-1-one COC1(CN(CC1)C(C=C)=O)\C=C\C1=CC=C(C=C1)C(F)(F)F